C(C)(C)(C)[Si](C)(C)OCCI tert-Butyl-(2-iodoethoxy)-dimethyl-silane